N-(1-(6-(1,1-Difluoroethyl)pyridin-2-yl)-3-(methyl-sulfonyl)-1H-pyrazolo[4,3-c]pyridin-6-yl)acetamide FC(C)(F)C1=CC=CC(=N1)N1N=C(C=2C=NC(=CC21)NC(C)=O)S(=O)(=O)C